pentaerythritol tetra-acetate C(C)(=O)OCC(COC(C)=O)(COC(C)=O)COC(C)=O